α-linolenic acid methyl ester COC(CCCCCCC\C=C/C\C=C/C\C=C/CC)=O